N(N)C(OCC#C)=S O-(prop-2-yn-1-yl) hydrazinecarbothioate